ClC1=CC=C(C=C1)CC(=O)NN1C(C2=C(C=CC(=C2C(=N1)C1=CC=CC=C1)F)F)=O 2-(4-chlorophenyl)-N-(5,8-difluoro-1-oxo-4-phenylphthalazin-2(1H)-yl)acetamide